NC=1C(=NC=CC1C(C(F)(F)F)(O)O)Cl 1-(3-amino-2-chloropyridin-4-yl)-2,2,2-trifluoroethane-1,1-diol